2-{1-[(2-Amino-9H-purin-6-yl)amino]ethyl}-3-(2-chlorophenyl)-6-methyl-4H-pyrido[1,2-a]pyrimidin-4-one Trifluoroacetic Acid Salt FC(C(=O)O)(F)F.NC1=NC(=C2N=CNC2=N1)NC(C)C=1N=C2N(C(C1C1=C(C=CC=C1)Cl)=O)C(=CC=C2)C